2-ethyl-5,6,7,8-tetrahydroquinazolin C(C)C1=NC=2CCCCC2C=N1